3-oxa-9-azabicyclo[3.3.1]nonene-9-carboxylic acid tert-butyl ester C(C)(C)(C)OC(=O)N1C2=COCC1CCC2